2-(3-fluoro-2-(prop-1-en-2-yl)phenyl)-6,7-dimethyl-9-(4-(1-methyl-4-(trifluoromethyl)-1H-imidazol-2-yl)benzyl)-7,9-dihydro-8H-purin-8-imine FC=1C(=C(C=CC1)C1=NC(=C2N(C(N(C2=N1)CC1=CC=C(C=C1)C=1N(C=C(N1)C(F)(F)F)C)=N)C)C)C(=C)C